(3-(4-((4,6-difluorobenzo[d]thiazol-5-yl)amino)thieno[2,3-b]pyridin-2-yl)-2-methylpyrrolidin-1-yl)ethan-1-ol FC1=C(C(=CC2=C1N=CS2)F)NC2=C1C(=NC=C2)SC(=C1)C1C(N(CC1)C(C)O)C